tert-butyl 6-[6-chloro-1-cyclopropyl-7-fluoro-4-(trifluoromethyl)pyrazolo[4,3-c]pyridin-3-yl]-3-azabicyclo[3.1.0]hexane-3-carboxylate ClC1=C(C2=C(C(=N1)C(F)(F)F)C(=NN2C2CC2)C2C1CN(CC21)C(=O)OC(C)(C)C)F